O1C(=NC=C1)C(CC1=CC=CC=C1)N 1-(oxazol-2-yl)-2-phenylethan-1-amine